C(C)C=1C=C(C=C2C(=CNC12)C=1CNCCC1)F 7-Ethyl-5-fluoro-3-(1,2,5,6-tetrahydropyridin-3-yl)-1H-indole